ClC1=NC=C(C(=O)NC=2SC(=NN2)OCC2=CC=C(C=C2)Cl)C(=C1)C1=C(C=CC=C1)OC 6-chloro-N-(5-((4-chlorobenzyl)oxy)-1,3,4-thiadiazol-2-yl)-4-(2-methoxyphenyl)nicotinamide